C(CCCCCCCCCCC)(=O)OC(C1CCOCC1)I iodo(tetrahydro-2H-pyran-4-yl)methyl dodecanoate